(R)-4-((2-(((3-chloro-5-fluoropyridin-2-yl)(1-methylcyclopentyl)methyl)amino)-3,4-dioxocyclobut-1-en-1-yl)amino)-3-hydroxy-N,N-dimethylpicolinamide ClC=1C(=NC=C(C1)F)[C@@H](C1(CCCC1)C)NC1=C(C(C1=O)=O)NC1=C(C(=NC=C1)C(=O)N(C)C)O